FC1=CC=C(C(=C1)C(F)(F)F)F 2,5-difluoro-4-(trifluoromethyl)benzene